O[C@H]1[C@@H](CCCC1)NC=1C=C(C=2N(N1)C(=CN2)C#N)NC2=NC(=CC=C2)N2CCN(CC2)C(C)C 6-{[(1R,2R)-2-Hydroxycyclohexyl]amino}-8-({6-[4-(propan-2-yl)piperazin-1-yl]pyridin-2-yl}amino)imidazo[1,2-b]pyridazin-3-carbonitril